C1(CC1)NC(C1=C(C=C(C=C1OC)C1=CN=C2N1C=CC(=C2)C2N(CCC2)CCOC)OC(F)F)=O N-cyclopropyl-2-(difluoromethoxy)-6-methoxy-4-[7-[1-(2-methoxyethyl)pyrrolidin-2-yl]imidazo[1,2-a]pyridin-3-yl]benzamide